NC1=NC=CC=C1C1=NC=2C(=NC(=CC2)C2=CC(=CC=C2)N2CCN(CC2)C)N1C=1C=C2CC[C@@H](C2=CC1)NC(C1=CC(=C(C=C1)O)C=O)=O (S)-N-(5-(2-(2-aminopyridin-3-yl)-5-(3-(4-methylpiperazin-1-yl)phenyl)-3H-imidazo[4,5-b]pyridin-3-yl)-2,3-dihydro-1H-inden-1-yl)-3-formyl-4-hydroxybenzamide